NCCNCCC[SiH2]C(OC)OC 3-(2-aminoethyl-amino)propyl-dimethoxymethylsilane